ethyl (E)-3-(4-(aminomethyl)phenyl)acrylate NCC1=CC=C(C=C1)/C=C/C(=O)OCC